N[C@@H]([C@@H](C)CC)C(=O)O (P)-isoleucine